(7r,4r)-4-(3-(4-methoxyphenyl)-1,2,4-oxadiazol-5-yl)-N-(pyrrolidin-3-ylmethyl)cyclohexane-1-carboxamide hydrochloride Cl.COC1=CC=C(C=C1)C1=NOC(=N1)C1CCC(CC1)C(=O)NCC1CNCC1